6-acetyl-8-cyclopentyl-5-methyl-2-((5-(4-(4-(((tetrahydro-2H-pyran-2-yl)oxy)methyl)benzoyl)piperidin-1-yl)pyridin-2-yl)amino)pyrido[2,3-d]pyrimidin-7(8H)-one C(C)(=O)C1=C(C2=C(N=C(N=C2)NC2=NC=C(C=C2)N2CCC(CC2)C(C2=CC=C(C=C2)COC2OCCCC2)=O)N(C1=O)C1CCCC1)C